FC1=CC=C(C=C1)C1=CC=C2C(=C(NC2=C1)C(=O)NC[C@H](CCCNC(OC(C)(C)C)=O)NC(OC(C)(C)C)=O)C (S)-di-tert-butyl (5-(6-(4-fluorophenyl)-3-methyl-1H-indole-2-carboxamido)pentane-1,4-diyl)dicarbamate